mercury-mercury-oxide [Hg]=O.[Hg]